ClC=1C(=C(C(=CC1N1CC(CC1)C1(CN(CC1)C)OC)F)S(=O)(=O)NC1=NC(=CC=C1)F)F 3-chloro-2,6-difluoro-N-(6-fluoropyridin-2-yl)-4-(3'-methoxy-1'-methyl-[3,3'-bipyrrolidin]-1-yl)benzenesulfonamide